4-{[3-(8-{[(1S,2S,3R,5R)-2-fluoro-8-azabicyclo[3.2.1]octan-3-yl]amino}-3-[(trifluoromethyl)sulfanyl]imidazo[1,2-a]pyridin-2-yl)prop-2-yn-1-yl]amino}-3-methoxy-N-methylbenzamide F[C@H]1[C@@H]2CC[C@H](C[C@H]1NC=1C=3N(C=CC1)C(=C(N3)C#CCNC3=C(C=C(C(=O)NC)C=C3)OC)SC(F)(F)F)N2